CSC1=NC=C(C=N1)C(C(=O)O)CCC#C (2-(methylsulfanyl)pyrimidin-5-yl)-5-hexynoic acid